C1CC12C1(CC1)C2 dispiro[2.0.2.1]heptan